NC=1C(=CC(=C(C1)P(C)(C)=O)F)OC (5-amino-2-fluoro-4-methoxyphenyl)dimethylphosphine oxide